C1=CC(=C(C(=C1)Br)Cl)Br 2,6-dibromoChlorobenzene